5-(((S)-1-(6-chloro-2-oxo-7-((R)-1-(pyridin-2-yl)ethoxy)-1,2-dihydroquinolin-3-yl)ethyl)amino)-1-methyl-6-oxo-1,6-dihydropyridine-2-carbonitrile ClC=1C=C2C=C(C(NC2=CC1O[C@H](C)C1=NC=CC=C1)=O)[C@H](C)NC1=CC=C(N(C1=O)C)C#N